FC1=NC(=CC=C1CC1=CN=C2C(=NC(=NN21)O[C@@H](C)CCC)N)C2CCNCC2 (S)-7-((2-fluoro-6-(piperidin-4-yl)pyridin-3-yl)methyl)-2-(pentan-2-yloxy)imidazo[2,1-f][1,2,4]triazin-4-amine